N1-([1,1':3',1''-terphenyl]-2'-yl)-N2-(3-((9-(4-(tert-butyl)pyridin-2-yl)-9H-carbazol-2-yl)oxy)phenyl)benzene-1,2-diamine C1(=CC=CC=C1)C1=C(C(=CC=C1)C1=CC=CC=C1)NC=1C(=CC=CC1)NC1=CC(=CC=C1)OC1=CC=2N(C3=CC=CC=C3C2C=C1)C1=NC=CC(=C1)C(C)(C)C